(R)-1-Ethyl-6-fluoro-7-(4-(4-(4-(1-hydroxy-2-(N-methylacetamido)ethyl)phenoxy)butyl)piperazin-1-yl)-4-oxo-1,4-dihydroquinoline-3-carboxylic acid C(C)N1C=C(C(C2=CC(=C(C=C12)N1CCN(CC1)CCCCOC1=CC=C(C=C1)[C@H](CN(C(C)=O)C)O)F)=O)C(=O)O